FC1CCN(CC1)C1=C(CN2CCC3(CCN(C3)C(=O)N3N=C(C=C3)NS(=O)(=O)C)CC2)C=CC(=C1)C(F)(F)F N-(1-(8-(2-(4-Fluoropiperidin-1-yl)-4-(trifluoromethyl)benzyl)-2,8-diazaspiro[4.5]decane-2-carbonyl)-1H-pyrazol-3-yl)methanesulfonamide